C(CCCCCCC)C(CCCCCCCC)OC(CCCCCCCOC(=O)[C@H]1N(CC(C1)OC(CCN(C)C)=O)CCCCCC(=O)OC(CCCCCCCC)CCCCCCCC)=O [8-(1-octylnonoxy)-8-oxo-octyl](2S)-4-[3-(dimethylamino) propanoyloxy]-1-[6-(1-octylnonoxy)-6-oxo-hexyl]pyrrolidine-2-carboxylate